Cl.CNCC(=O)NC=1SC2=C(N1)C=CC(=C2)OC(F)(F)F 2-(methylamino)-N-(6-(trifluoromethoxy)benzo[d]thiazol-2-yl)acetamide hydrochloride